(2,6-Dichloropyridin-4-yl)methyl (S)-2-amino-4-cyclohexylbutanoate hydrochloride Cl.N[C@H](C(=O)OCC1=CC(=NC(=C1)Cl)Cl)CCC1CCCCC1